5-([2,2'-bithiophene]-5-yl)-4-(2,4-dichlorophenyl)-2-ethyl-oxazole S1C(=CC=C1C1=C(N=C(O1)CC)C1=C(C=C(C=C1)Cl)Cl)C=1SC=CC1